NCC(=O)O GLYCINE